ClC=1C=CC2=C(C(CC(O2)C(=O)NC23C[C@@H](C(CC2)(CC3)NC(COC3=CC(=C(C=C3)Cl)F)=O)O)O)C1 6-chloro-N-{(3S)-4-[2-(4-chloro-3-fluorophenoxy)acetamido]-3-hydroxybicyclo[2.2.2]octan-1-yl}-4-hydroxy-3,4-dihydro-2H-1-benzopyran-2-carboxamide